2-(piperidin-4-ylsulfanyl)-1,6-naphthyridin-7-amine N1CCC(CC1)SC1=NC2=CC(=NC=C2C=C1)N